FC(CO)(OC=1C=C2C(=NN(C2=CC1)C1OCCCC1)C=1C=NN(C1)COCC[Si](C)(C)C)F 2,2-difluoro-2-[1-tetrahydropyran-2-yl-3-[1-(2-trimethylsilylethoxymethyl)pyrazol-4-yl]indazol-5-yl]oxy-ethanol